2-chloro-4-(difluoromethyl)thiophen ClC=1SC=C(C1)C(F)F